((4-cyclopropyl-6-((3'-(4-cyclopropyl-5-((((S)-1-hydroxypropan-2-yl)amino)methyl)picolinamido)-2,2'-dimethyl-[1,1'-biphenyl]-3-yl)carbamoyl)pyridin-3-yl)methyl)-D-serine C1(CC1)C1=C(C=NC(=C1)C(NC=1C(=C(C=CC1)C1=C(C(=CC=C1)NC(C1=NC=C(C(=C1)C1CC1)CN[C@H](CO)C)=O)C)C)=O)CN[C@H](CO)C(=O)O